C(CCCCCCC)OC(O)C(O)CO octyl-oxyglycerin